1-[(1S,4aS,5S,8aS)-5-(3-hydroxy-3-methyl-butyl)-1-methyl-3,4,4a,5,6,7,8,8a-octahydro-1H-isoquinolin-2-yl]-2-(3,5-dichloro-1-methyl-indazol-4-yl)ethanone OC(CC[C@H]1[C@@H]2CCN([C@H]([C@H]2CCC1)C)C(CC1=C2C(=NN(C2=CC=C1Cl)C)Cl)=O)(C)C